CCCCCCCCCCCCCCCCCCCCCCCCCCCCCCCCCCCCCCCCCCCCCCCCCCCCCCCCCCCCCCCCCCCCCCCCCCCCCCCCCCCCC n-Pentaoctacontane